2-(5-cyclopropyl-2-(3,6-dihydro-2H-pyran-4-yl)-6-(4-(3-hydroxypicolinoyl)piperazin-1-yl)-7-oxo-[1,2,4]triazolo[1,5-a]pyrimidin-4(7H)-yl)-N-(4-(trifluoromethyl)phenyl)acetamide C1(CC1)C=1N(C=2N(C(C1N1CCN(CC1)C(C1=NC=CC=C1O)=O)=O)N=C(N2)C=2CCOCC2)CC(=O)NC2=CC=C(C=C2)C(F)(F)F